S-(3-(4-methoxyphenyl)prop-2-yn-1-yl)2-oxopropanthiolate COC1=CC=C(C=C1)C#CC[SH-]CC(C)=O